(S)-3-(5-fluoro-2',6'-dimethylbiphenyl-3-yl)-3-(3-(4-hydroxy-1,6-dimethyl-2-oxo-1,2-dihydropyridin-3-yl)ureido)propanoic acid FC=1C=C(C=C(C1)C1=C(C=CC=C1C)C)[C@H](CC(=O)O)NC(=O)NC=1C(N(C(=CC1O)C)C)=O